CN1N=C(C=C1)C(CN)(C)C=1C=NN(C1)C 2-(1-methylpyrazol-3-yl)-2-(1-methylpyrazol-4-yl)propan-1-amine